1-(Oleoyloxy)-3-(palmitoyloxy)propan-2-yl 3-((dimethylamino)methyl)azetidine-1-carboxylate CN(C)CC1CN(C1)C(=O)OC(COC(CCCCCCC\C=C/CCCCCCCC)=O)COC(CCCCCCCCCCCCCCC)=O